1-((((S)-1-(2-chlorophenyl)-2-oxocyclohexyl)(methyl)carbamoyl)oxy)ethyl Acetyl-L-Alaninate C(C)(=O)N[C@@H](C)C(=O)OC(C)OC(N(C)[C@]1(C(CCCC1)=O)C1=C(C=CC=C1)Cl)=O